2-[[(1S)-1-(3,6,7-trimethyl-2-morpholino-4-oxo-quinazolin-8-yl)ethyl]amino]benzoic acid CN1C(=NC2=C(C(=C(C=C2C1=O)C)C)[C@H](C)NC1=C(C(=O)O)C=CC=C1)N1CCOCC1